N-((S)-2-((5-(1,4-dimethyl-1H-pyrazol-5-yl)pyridin-2-yl)amino)-1-((1r,4S)-4-methylcyclohexyl)-2-oxoethyl)-3-isopropylisoxazole-4-carboxamide CN1N=CC(=C1C=1C=CC(=NC1)NC([C@H](C1CCC(CC1)C)NC(=O)C=1C(=NOC1)C(C)C)=O)C